5-bromo-3-chloro-N-[(trifluoromethyl)cyclopropyl]pyridine-2-carboxamide BrC=1C=C(C(=NC1)C(=O)NC1(CC1)C(F)(F)F)Cl